methyl 4-[[5-fluoro-4-[4-[(2-fluorobenzoyl)amino]anilino]pyrimidin-2-yl] amino]benzoate FC=1C(=NC(=NC1)NC1=CC=C(C(=O)OC)C=C1)NC1=CC=C(C=C1)NC(C1=C(C=CC=C1)F)=O